C(C)NC(=O)C=1N=C(OC1C1=CC(=C(C(=C1)O)O)O)C1=CC=C(C=C1)C(F)(F)F n-ethyl-2-(4-(trifluoromethyl)phenyl)-5-(3,4,5-trihydroxyphenyl)Oxazole-4-carboxamide